(E)-N-(1-(4-fluorophenyl)ethyl)-3-(1H-pyrrolo[2,3-b]pyridin-3-yl)acrylamide FC1=CC=C(C=C1)C(C)NC(\C=C\C1=CNC2=NC=CC=C21)=O